L-rhamnopyranosyl-3-hydroxytetradecanoyl-3-hydroxytetradecanoic acid C1([C@H](O)[C@H](O)[C@@H](O)[C@@H](O1)C)C(C(=O)O)(C(CCCCCCCCCCC)O)C(CC(CCCCCCCCCCC)O)=O